[Si](C1=CC=CC=C1)(C1=CC=CC=C1)(C(C)(C)C)OCC1(CC1)CN1C(CC(C1)C1=C(C(=CC=C1OCOCC[Si](C)(C)C)Cl)Cl)=O 1-((1-(((tert-butyldiphenylsilyl)oxy)methyl)cyclopropyl)methyl)-4-(2,3-dichloro-6-((2-(trimethylsilyl)ethoxy)methoxy)phenyl)pyrrolidin-2-one